CN1C(OC=2C1=CC=1C(NC(=NC1C2)C)=O)=O 1,6-dimethyl-1,7-dihydrooxazolo[4,5-g]quinazoline-2,8-dione